3-(2,6-dichloro-3,5-dimethoxy-phenyl)-1-{6-[4-(4-ethyl-piperazin-1-yl)-phenylamino]-pyrimidin-4-yl}-1-methyl-urea ClC1=C(C(=C(C=C1OC)OC)Cl)NC(N(C)C1=NC=NC(=C1)NC1=CC=C(C=C1)N1CCN(CC1)CC)=O